2-tert-butyldimethylsiloxycarbonyl-5-methyldimethoxysilylnorbornane O([Si](C)(C)C(C)(C)C)C(=O)C1C2CC(C(C1)C2)[Si](OC)(OC)C